(E)-4-(hex-3-en-1-yloxy)-3-methoxybenzaldehyde C(C\C=C\CC)OC1=C(C=C(C=O)C=C1)OC